ClC=1C=C2C(CN(CC2=C(C1)Cl)C)C=1C=C(C=CC1)S(=O)(=O)NCCCS(=O)(=O)O 3-(3-(6,8-dichloro-2-methyl-1,2,3,4-tetrahydroisoquinolin-4-yl)phenylsulfonamido)propane-1-sulfonic acid